2,5-Dioxopyrrolidin-1-yl (2S)-2-[(tert-butoxycarbonyl)amino]-3-methylbutanoate C(C)(C)(C)OC(=O)N[C@H](C(=O)ON1C(CCC1=O)=O)C(C)C